C(CCCCCCCCCCCCCCC(C)C)(=O)OCCCCCCCCCCCCCCCC Hexadecyl Isostearate